4-methyl-1-cyclohexene-1,2-dicarboxylic acid anhydride CC1CC2=C(CC1)C(=O)OC2=O